C1(CC1)C1=C(C(=NO1)C1=C(C=CC=C1Cl)Cl)CO[C@@H]1[C@H]2CN([C@@H](C1)C2)C(=O)OCC2=CC=CC=C2 benzyl (1R,4R,5S)-5-((5-cyclopropyl-3-(2,6-dichlorophenyl)isoxazol-4-yl)methoxy)-2-azabicyclo[2.2.1]heptane-2-carboxylate